C(C)OC(=O)C1=C(CC(=CC1)OC)C(=O)OCC 4-methoxy-1,4-cyclohexadiene-1,2-dicarboxylic acid diethyl ester